tetrapropoxyhafnium C(CC)O[Hf](OCCC)(OCCC)OCCC